1-methyl-3,5-bis(2,6-diisopropyl-3,5-bis(2-methoxyphenyl)phenyl)-2,6-bis(dicyclohexylphosphino)-benzene CC1=C(C(=CC(=C1P(C1CCCCC1)C1CCCCC1)C1=C(C(=CC(=C1C(C)C)C1=C(C=CC=C1)OC)C1=C(C=CC=C1)OC)C(C)C)C1=C(C(=CC(=C1C(C)C)C1=C(C=CC=C1)OC)C1=C(C=CC=C1)OC)C(C)C)P(C1CCCCC1)C1CCCCC1